(1R,2S)-2-amino-N-[2-(2,5-dioxo-2,5-dihydro-1H-pyrrol-1-yl)ethyl]cyclopentancarboxamid N[C@@H]1[C@@H](CCC1)C(=O)NCCN1C(C=CC1=O)=O